N1C(=CC=C1)C=CC(=O)[O-] azole-acrylate